4-(5-(3,5-dichloro-4-fluorophenyl)-5-(trifluoromethyl)-4,5-dihydroisoxazol-3-yl)-N-(5-(1,1-difluoroethyl)-1-ethyl-1H-1,2,4-triazol-3-yl)-2-methylbenzamide ClC=1C=C(C=C(C1F)Cl)C1(CC(=NO1)C1=CC(=C(C(=O)NC2=NN(C(=N2)C(C)(F)F)CC)C=C1)C)C(F)(F)F